dibenzo[b,d]benzene C1=CC=CC2=CC=C3C(=C21)C=CC=C3